C(C)(C)C1=NN(N=C1)C=1C=CC(=C(O\C(\C(=O)OC)=C/OC)C1)C methyl (Z)-2-[5-(4-isopropyltriazol-2-yl)-2-methyl-phenoxy]-3-methoxy-prop-2-enoate